tert-Butyl 4-(5-chloro-7H-pyrrolo[2,3-d]pyrimidin-4-yl)-3,6-dihydro-2H-pyridine-1-carboxylate ClC1=CNC=2N=CN=C(C21)C=2CCN(CC2)C(=O)OC(C)(C)C